OCC1=CC=C(C=C1)NC(=O)[C@@H](C)C(C(=O)N)C ((S)-1-{[4-(hydroxymethyl)phenyl]carbamoyl}ethyl)propanamide